disuccinimidyltartrate C1(CCC(N1C(C(C(=O)[O-])(O)N1C(CCC1=O)=O)(O)C(=O)[O-])=O)=O